C[NH+](CCCCCCCC)CCCCCCCC N-methyl-N,N-dioctylammonium